1,8-dimercapto-3,6-dithiaoctane SCCSCCSCCS